FC(CP(OC(C(F)(F)F)CC=C)([O-])=O)(F)F allyl(2,2,2-trifluoroethyl) (2,2,2-trifluoroethyl)phosphonate